CC(=CCC[C@@](C)([C@H]1CC[C@@]2([C@@H]1[C@@H](C[C@H]3[C@]2(C[C@@H]([C@@H]4[C@@]3(CC[C@@H](C4(C)C)O)C)O)C)O)C)O[C@H]5[C@@H]([C@H]([C@@H]([C@H](O5)CO)O)O)O)C The molecule is a ginsenoside found in Panax species that is dammarane which is substituted by hydroxy groups at the 3beta, 6alpha, 12beta and 20 pro-S positions, in which the hydroxy group at position 20 has been converted to the corresponding beta-D-glucopyranoside, and in which a double bond has been introduced at the 24-25 position. It has a role as a plant metabolite and an apoptosis inhibitor. It is a 12beta-hydroxy steroid, a 3beta-hydroxy steroid, a beta-D-glucoside, a ginsenoside, a tetracyclic triterpenoid, a 6alpha-hydroxy steroid and a 3beta-hydroxy-4,4-dimethylsteroid. It derives from a hydride of a dammarane.